BrC=1C=C(N(C1)C)C(=O)N 4-bromo-1-methyl-1H-pyrrole-2-carboxamide